CC=1C=CC=C2C=C(NC12)C(=O)N[C@@H](CC(=O)OC)C(=O)OC dimethyl (7-methyl-1H-indole-2-carbonyl)-L-aspartate